(2S,4R)-4-(difluoromethoxy)-1-((phenoxathiine-3-carbonyl)glycyl)-N-((1,2,3,4-tetrahydroisoquinolin-7-yl)methyl)pyrrolidine-2-carboxamide FC(O[C@@H]1C[C@H](N(C1)C(CNC(=O)C=1C=CC=2SC3=CC=CC=C3OC2C1)=O)C(=O)NCC1=CC=C2CCNCC2=C1)F